2-methoxyethyl-3,4-dihydroisoquinolin-1(2H)-one COCCN1C(C2=CC=CC=C2CC1)=O